C(=CC)C1=CC=C(N)C=C1 para-propenyl-aniline